C(OC(C)(C)CC)(=O)OOCC(CCCC)CC tert-amyl (2-ethylhexyl) peroxycarbonate